2,2-dimethylpropanediol sebacate C(CCCCCCCCC(=O)O)(=O)O.CC(C(O)O)(C)C